O1C2=C(OCC1C=1NCC(N1)[2H])C=C(C=C2)[2H] 2-(2,3-dihydrobenzo[b][1,4]dioxin-2-yl-6-d)-4,5-dihydro-1H-imidazole-4-d